C1(CCCCC1)C(C)(C(C)(O)C1CCCCC1)O 2,3-dicyclohexyl-butane-2,3-diol